CN1CCC(CC1)N1N=CC(=C1)[N+](=O)[O-] 1-methyl-4-(4-nitro-1H-pyrazol-1-yl)piperidine